FC1=C2CCC=CC2=CC=C1F 5,6-difluoro-3,4-dihydronaphthalene